C(C)OC(COC(=O)C=1C(NC2=NC=C(C=C2C1O)C1=CC=C(C=C1)F)=O)OCC (2,2-diethoxyethyl)-6-(4-fluorophenyl)-4-hydroxy-2-oxo-1,2-dihydro-1,8-naphthyridine-3-carboxylate